5-chloropyridino[2,3-d]pyridazin-8-ol ClC1=C2C(=C(N=N1)O)N=CC=C2